4-bromo-2-fluoro-3-(methyl-d3)aniline BrC1=C(C(=C(N)C=C1)F)C([2H])([2H])[2H]